1-(3-sulfopropyl)-2,6-diaminopyridine S(=O)(=O)(O)CCCN1C(C=CC=C1N)N